Gold Thiosulphate S(=S)(=O)([O-])[O-].[Au+3].S(=S)(=O)([O-])[O-].S(=S)(=O)([O-])[O-].[Au+3]